(R)-4-methyl-N-(1-(2-methyl-3-((methylamino)methyl)phenyl)ethyl)-7-morpholinophthalazin-1-amine CC1=NN=C(C2=CC(=CC=C12)N1CCOCC1)N[C@H](C)C1=C(C(=CC=C1)CNC)C